2-[6-amino-5-[8-[2-[3-[1-(hydroxymethyl)-2-azabicyclo[2.1.1]hexan-2-yl]prop-1-ynyl]-4-pyridyl]-3,8-diazabicyclo[3.2.1]octan-3-yl]pyridazin-3-yl]phenol NC1=C(C=C(N=N1)C1=C(C=CC=C1)O)N1CC2CCC(C1)N2C2=CC(=NC=C2)C#CCN2C1(CC(C2)C1)CO